4-amino-N-[1-(4-hydroxycyclohexyl)-7-methyl-benzimidazol-2-yl]-5-[methyl(pyrimidin-2-ylmethyl)amino]thiophene NC=1C=CSC1N(C1=NC2=C(N1C1CCC(CC1)O)C(=CC=C2)C)C(C2=NC=CC=N2)C